Cl.F[C@@H]1C[C@H](NC1)C(=O)O (2S,4R)-4-fluoropyrrolidine-2-carboxylic acid hydrochloride